1-(Cyclopropylimino)-4-(4-(hexahydropyrrolo[3,4-b]pyrrol-5(1H)-yl)-6-methylquinazolin-2-yl)-2,3,4,5-tetrahydro-benzo[f][1,4]thiazepine 1-Oxide C1(CC1)N=S1(CCN(CC2=C1C=CC=C2)C2=NC1=CC=C(C=C1C(=N2)N2CC1NCCC1C2)C)=O